p-(t-butyl)phenethyl-dimethylchlorosilane C(C)(C)(C)C1=CC=C(CC[Si](Cl)(C)C)C=C1